C[Si](=[Zr](C1C(=CC2=C(C(=C(C=C12)C(C)(C)C)OC)C1=CC(=CC(=C1)C)C)CC)C1C(=CC2=C(C=3CCCC3C(=C12)C1=CC(=CC(=C1)C)C)C1=CC(=CC(=C1)C)C)C)C anti-dimethylsilanediyl[2-methyl-4,8-di(3,5-dimethylphenyl)-1,5,6,7-tetrahydro-s-indacen-1-yl][2-ethyl-4-(3,5-dimethylphenyl)-5-methoxy-6-tert-butylinden-1-yl]zirconium